3-((methylsulfonyl)oxy)-5-(pent-3-yloxy)benzoic acid ethyl ester C(C)OC(C1=CC(=CC(=C1)OC(CC)CC)OS(=O)(=O)C)=O